CC(CSC1=CC=C(C=C1)[N+](=O)[O-])(C)C 1-(2,2-dimethyl-propylsulfanyl)-4-nitrobenzene